CC1=C(C=NN1)C1=CC=C2C(=N1)SC(=N2)NC2=NC=CC(=C2)CN2[C@@H](CCC2)C (R)-5-(5-methyl-1H-pyrazol-4-yl)-N-(4-((2-methylpyrrolidin-1-yl)methyl)pyridin-2-yl)thiazolo[5,4-b]pyridin-2-amine